(4-bromo-2-methoxyphenyl)acetic acid BrC1=CC(=C(C=C1)CC(=O)O)OC